((2S,5S)-5-amino-5-(hydroxymethyl)tetrahydro-2H-pyran-2-yl)((S)-1-(4-fluorophenyl)-3,4-dihydroisoquinolin-2(1H)-yl)methanone N[C@@]1(CC[C@H](OC1)C(=O)N1[C@H](C2=CC=CC=C2CC1)C1=CC=C(C=C1)F)CO